S(=O)(=O)([O-])[O-].S(=O)(=O)([O-])[O-].S(=O)(=O)([O-])[O-].[Al+3].[Al+3] dialuminum trisulfate